tert-butyl (R)-3-{[(S)-1-nitrilopropyl] aminomethyl}-hexanoate N#C[C@H](C)NC[C@@H](CC(=O)OC(C)(C)C)CCC